C(C)(C)(C)OC(=O)NCCOC=1C=CC(=C(C(=O)O)C1)C 5-(2-((tert-butoxycarbonyl)amino)ethoxy)-2-methyl-benzoic acid